1-((R)-3-(3-chloro-5-((R)-5-thioxomorpholin-2-yl)phenyl)morpholino)prop-2-en-1-one ClC=1C=C(C=C(C1)[C@@H]1CNC(CO1)=S)[C@@H]1COCCN1C(C=C)=O